Benzothien-6-ol S1C=CC2=C1C=C(C=C2)O